OC1=CN=C(S1)C(=O)OC methyl 5-hydroxythiazole-2-carboxylate